CC(CCN([C@H]1CCC2=C(CC1)C=C(C=C2)NC2=NNC(=N2)N)CCC(C)C)C N3-((7S)-7-(di(3-methylbutyl)amino)-6,7,8,9-tetrahydro-5H-benzo[7]annulene-2-yl)-1H-1,2,4-triazole-3,5-diamine